1-(quinoxalin-2-yl)ethan-1-ol N1=C(C=NC2=CC=CC=C12)C(C)O